NC1=NC(=C2N=CN(C2=N1)CCOCP(=O)(OCC1=CC=CC=C1)N[C@@H](C)C(=O)OCC)OC ethyl (((2-(2-amino-6-methoxy-9H-purin-9-yl)ethoxy)methyl)(benzyloxy)-phosphoryl)-L-alaninate